FC1(CC(C1)N1C=C(C=CC1=O)C(=O)OC)F methyl 1-(3,3-difluorocyclobutyl)-6-oxo-pyridine-3-carboxylate